C1(=C(C=CC=C1)OC1=C2C(OC(C2=CC=C1)=O)=O)OC1=C2C(OC(C2=CC=C1)=O)=O 4,4'-[2,1-phenylenebis(oxy)]bis(isobenzofuran-1,3-dione)